2-(4-Boc-piperazino)-2-(3,4-dimethoxy-phenyl)acetic acid C(=O)(OC(C)(C)C)N1CCN(CC1)C(C(=O)O)C1=CC(=C(C=C1)OC)OC